N-(2-(difluoromethoxy)-6-methoxypyridin-3-yl)-1-(2-isopropylphenyl)-4-(methylsulfonyl)cyclohexane-1-carboxamide FC(OC1=NC(=CC=C1NC(=O)C1(CCC(CC1)S(=O)(=O)C)C1=C(C=CC=C1)C(C)C)OC)F